C\C(=C/CC[C@@]1([C@H](CC=2C(=C3CNC(C3=CC2OC(NC(C)C)=O)=O)O1)O)C)\CCC=C(C)C (2R,3S)-2-((E)-4,8-dimethylnonan-3,7-dien-1-yl)-3-Hydroxy-5-((isopropylcarbamoyl)oxy)-2-methyl-7-oxo-3,4,7,9-tetrahydropyrano[2,3-e]isoindole